NCCCCCCN1CC=CC1 1-(6-aminohexyl)-2,5-dihydro-1H-pyrrole